C1N(CCC2=CC=CC=C12)C[C@H](CN1C[C@H](OC2=C(C1=O)C=CC(=C2)O[C@H]2[C@@H](CN(CC2)CCO)F)C)O (2R)-4-[(2R)-3-(3,4-dihydro-1H-isoquinolin-2-yl)-2-hydroxy-propyl]-8-[[(3R,4R)-3-fluoro-1-(2-hydroxyethyl)-4-piperidyl]oxy]-2-methyl-2,3-dihydro-1,4-benzoxazepin-5-one